CC(C(=O)ON1C(N(C=C1)CC(=O)C1=CC=C(C=C1)Cl)CC)(C)C 1-(2,2-dimethylpropionyloxy)-2-ethyl-3-[2-(4-chlorophenyl)-2-oxoethyl]Imidazole